rel-(R)-6-(cyclopropanecarboxamido)-N-(methyl-d3)-4-((3,4,5-trimethyl-4,5-dihydro-[1,2,3]triazolo[1,5-a]quinoxalin-6-yl)amino)pyridazine-3-carboxamide C1(CC1)C(=O)NC1=CC(=C(N=N1)C(=O)NC([2H])([2H])[2H])NC1=C2N([C@@H](C=3N(C2=CC=C1)N=NC3C)C)C |o1:23|